3-chloro-2-methyl-4-nitro-1-oxido-pyridin-1-ium ClC=1C(=[N+](C=CC1[N+](=O)[O-])[O-])C